C(C1=CC=CC=C1)OC1=NN(C=C1OC1=CC(=NC=C1)Cl)C(C)=O (3-(benzyloxy)-4-((2-chloropyridin-4-yl)oxy)-1H-pyrazol-1-yl)ethan-1-one